BrC1=NN2C(N(C(=C(C2=O)N2CCN(CC2)C(=O)OC(C)(C)C)CC)CC(=O)NC2=C(C=C(C(=C2)F)C(F)(F)F)C)=N1 tert-Butyl 4-(2-bromo-5-ethyl-4-(2-((5-fluoro-2-methyl-4-(trifluoromethyl)phenyl)amino)-2-oxoethyl)-7-oxo-4,7-dihydro-[1,2,4]triazolo[1,5-a]pyrimidin-6-yl)piperazine-1-carboxylate